NOCC(=O)NCCCCC(C(=O)N)NC(CCCC1=CC=CC=C1)=O 6-(2-(aminooxy)acetamido)-2-(4-phenylbutyrylamino)hexanamide